COC(=O)C1=C(N=NC(=C1C)C1=CC=CC=C1)OC1=C(C=C(C=C1)C#N)OC (4-cyano-2-methoxy-phenoxy)-5-methyl-6-phenyl-pyridazine-4-carboxylic acid methyl ester